COC(=O)C=1C(=CC2=CN(N=C2C1)CC1=CC(=CC=C1)OC)F 2-(3-Methoxybenzyl)-5-fluoro-2H-indazole-6-carboxylic acid methyl ester